CC1=C(C(=O)C2=CC=CC=C2)C(=CC(=C1)C)C 2,4,6-trimethyl-benzophenone